Ethyl 3-(2-(1H-tetrazol-5-yl)phenylaminocarbonyl)-2,5-dihydroxybenzoat N1N=NN=C1C1=C(C=CC=C1)NC(=O)C=1C(=C(C(=O)OCC)C=C(C1)O)O